4-[5-(2-aminoethyl)pyrimidin-2-yl]-3-[(2-methyl-4-propan-2-ylimidazol-1-yl)methyl]benzonitrile NCCC=1C=NC(=NC1)C1=C(C=C(C#N)C=C1)CN1C(=NC(=C1)C(C)C)C